1-(2-(3-(((5-((2-(2,6-dioxopiperidin-3-yl)-1,3-dioxoisoindolin-4-yl)oxy)pentyl)(methyl)amino)methyl)phenoxy)ethyl)-N-hydroxy-1H-indole-6-carboxamide O=C1NC(CCC1N1C(C2=CC=CC(=C2C1=O)OCCCCCN(C)CC=1C=C(OCCN2C=CC3=CC=C(C=C23)C(=O)NO)C=CC1)=O)=O